5-Bromo-6-methoxypyridine BrC=1C=CC=NC1OC